CC(C#N)(C)C1=C2C(=NC(=C1)N1[C@@H](COCC1)C)C(=NN2)C2=CC=NN2 2-Methyl-2-(5-((R)-3-methylmorpholinyl)-3-(1H-pyrazol-5-yl)-1H-pyrazolo[4,3-b]pyridin-7-yl)propanenitrile